FC(C1=CC(=NN1C)C1=NC(=NO1)C1(CC1)C1=C(C#N)C=CC=C1)F 2-(1-(5-(5-(difluoromethyl)-1-methyl-1H-pyrazol-3-yl)-1,2,4-oxadiazol-3-yl)cyclopropyl)benzonitrile